6-((1-acetylpiperidin-4-yl)amino)-2-vinyl-pyrimidine-4-carboxylic acid C(C)(=O)N1CCC(CC1)NC1=CC(=NC(=N1)C=C)C(=O)O